1-Ethyl-N-[2-(trifluoromethyl)benzyl]-6-({[2-(trifluoromethyl)phenyl]carbonyl}amino)-1H-benzoimidazole-4-carboxamide C(C)N1C=NC2=C1C=C(C=C2C(=O)NCC2=C(C=CC=C2)C(F)(F)F)NC(=O)C2=C(C=CC=C2)C(F)(F)F